rac-methyl (5aR,6S,7R,8R,8aS)-5a-(4-cyanophenyl)-8,8a-dihydroxy-3-methoxy-6-phenyl-5a,7,8,8a-tetrahydro-6H-cyclopenta[4,5]furo[3,2-b]pyridine-7-carboxylate C(#N)C1=CC=C(C=C1)[C@]12[C@](C3=NC=C(C=C3O1)OC)([C@@H]([C@@H]([C@H]2C2=CC=CC=C2)C(=O)OC)O)O |r|